4-(3-(1-aminopropan-2-ylidene)azetidin-1-yl)-6-fluoro-N-methyl-2-((2-methylpyrimidin-5-yl)oxy)-9H-pyrimido[4,5-b]indol-8-amine NCC(C)=C1CN(C1)C1=NC(=NC=2NC3=C(C=C(C=C3C21)F)NC)OC=2C=NC(=NC2)C